2-(p-dimethylaminophenyl)-5-sulfobenzoxazole CN(C1=CC=C(C=C1)C=1OC2=C(N1)C=C(C=C2)S(=O)(=O)O)C